CC1(OB(OC1(C)C)\C=C/1\CC2(CN(C2)C(=O)OC(C)(C)C)CC1)C tert-butyl (6E)-6-[(4,4,5,5-tetramethyl-1,3,2-dioxaborolan-2-yl)methylene]-2-azaspiro[3.4]octane-2-carboxylate